CC(COC1=CC=CC=C1)C 4-(2-methylpropoxy)benzene